N-(N,N-dimethyl-1,2,3,4-tetrahydro-2-aminodibenzo-fur-8-yl)benzo[b]furan-3-carboxamide tartrate C(=O)(O)C(O)C(O)C(=O)O.CN(C1CC2=C(OC3=C2C=C(C=C3)NC(=O)C=3C2=C(OC3)C=CC=C2)CC1)C